FC1=CC=C(C=C1)[C@@H]1N(CCC2=CC=CC=C12)C(=NO)Br (S)-1-(4-fluorophenyl)-N-hydroxy-3,4-dihydroisoquinoline-2(1H)-carbimidoyl bromide